CC1=CC=C(C=C1)C(C)=O 1-(4-methylphenyl)ethan-1-one